CN(CCN(C1=CC(=C(C=C1[N+](=O)[O-])NC=1N=CC2=C(N1)N(C(C(=C2)C2=NC=CC=C2)=O)C)OC)C)C 2-((4-((2-(dimethylamino)ethyl)(methyl)amino)-2-methoxy-5-nitrophenyl)amino)-8-methyl-6-(pyridin-2-yl)pyrido[2,3-d]pyrimidin-7(8H)-one